FC=1C(=CC2=C(C(NC=3CNC[C@@H](C23)N(C(=O)C=2C=C3C=CC=CN3C2)C)=O)C1)F (R)-N-(8,9-difluoro-6-oxo-1,2,3,4,5,6-hexahydrobenzo[c][1,7]naphthyridin-1-yl)-N-methylindolizine-2-carboxamide